8-(2,2-difluoroethoxy)-4-hydroxy-1-azaspiro[4.5]dec-3-en-2-on FC(COC1CCC2(C(=CC(N2)=O)O)CC1)F